2-(4-amino-5-iodo-7H-pyrrolo[2,3-d]pyrimidin-7-yl)ethan-1-ol NC=1C2=C(N=CN1)N(C=C2I)CCO